ClC=1C=NC=C(C1[C@@H](C)OC=1C=C2C(=NNC2=CC1)C=1C=CC(=NC1)S(=O)(C)=N)Cl [5-[5-[(1R)-1-(3,5-dichloro-4-pyridyl)ethoxy]-1H-indazol-3-yl]-2-pyridyl]-imino-methyl-oxo-λ6-sulfane